CS(=O)(=O)C1=CC=C(CN2CCC3(CC2)COC2=C4CN(C(C4=CC=C23)=O)C2C(NC(CC2)=O)=O)C=C1 3-(1'-(4-(methylsulfonyl)benzyl)-6-oxo-6,8-dihydro-2H,7H-spiro[furo[2,3-e]isoindole-3,4'-piperidin]-7-yl)piperidine-2,6-dione